6-(3,3-difluoropyrrolidin-1-yl)pyridin-2-amine FC1(CN(CC1)C1=CC=CC(=N1)N)F